(R)-9-(4-fluorophenyl)-1-methyl-4-((1-methyl-1H-pyrazol-4-yl)methyl)-N-(1-methylcyclopropyl)-5-oxo-1,2,4,5-tetrahydroimidazo[1,2-a]quinazoline-7-sulfonamide FC1=CC=C(C=C1)C=1C=C(C=C2C(N(C=3N(C12)[C@@H](CN3)C)CC=3C=NN(C3)C)=O)S(=O)(=O)NC3(CC3)C